ClC1=C(C=C(C=C1)C(C(O)NC(C1=CC(=CC=C1)C)=O)=O)F N-(2-(4-Chloro-3-fluorophenyl)-1-hydroxy-2-oxoethyl)-3-methylbenzamide